C(#N)C1CN(CC1)S(=O)(=O)N[C@@H]1C[C@H](C1)N(C=1C2=C(N=CN1)NC=C2)C 3-cyano-N-{trans-3-[methyl(7H-pyrrolo[2,3-d]pyrimidin-4-yl)amino]cyclobutyl}pyrrolidine-1-sulfonamide